CN1CCCC1.[N] Nitrogen Methyl-Pyrrolidine